iodomethylcarbamate ICNC([O-])=O